5-(6-(((1r,4r)-4-aminocyclohexyl)(methyl)amino)pyridazin-3-yl)-6-hydroxy-2,6-dihydro-7H-pyrazolo[4,3-d]pyrimidin-7-one NC1CCC(CC1)N(C1=CC=C(N=N1)C=1N(C(C=2C(N1)=CNN2)=O)O)C